ClC1=CC(=C(C=C1)[C@@]1(OC2=C(O1)C=CC=C2C2CCN(CC2)CC=2N(C=C(N2)C(=O)OCC)C[C@H]2OCC2)C)F Ethyl 2-((4-((S)-2-(4-chloro-2-fluorophenyl)-2-methylbenzo[d][1,3]dioxol-4-yl)piperidin-1-yl)methyl)-1-(((S)-oxetan-2-yl)methyl)-1H-imidazole-4-carboxylate